O=C1NC(CCC1C1=CC=C(C=C1)N1C2CN(C(C1)CC2)CCCNC(OC(C)(C)C)=O)=O tert-butyl (3-(5-(4-(2,6-dioxopiperidin-3-yl)phenyl)-2,5-diazabicyclo[2.2.2]octan-2-yl)propyl)carbamate